FC(COC1=C(C=C(C=C1)F)C(C)NC1=NC=2N(C=C1)N=CC2C=2C=NN(C2)C2CCOCC2)F N-(1-(2-(2,2-difluoroethoxy)-5-fluorophenyl)ethyl)-3-(1-(tetrahydro-2H-pyran-4-yl)-1H-pyrazol-4-yl)pyrazolo[1,5-a]pyrimidin-5-amine